CON(C(=O)C=1NC2=CC(=C(C=C2C1)C)C(=O)NC1(CC1)C1=CC=CC2=CC=CC=C12)C N2-Methoxy-N2,5-dimethyl-N6-(1-(naphthalen-1-yl)cyclopropyl)-1H-indole-2,6-dicarboxamide